(2R,4S,5R)-4-[(tert-butyldimethylsilyl)oxy]-5-{[(tert-butyldimethylsilyl)oxy]methyl}-5-(hydroxymethyl)oxolan [Si](C)(C)(C(C)(C)C)O[C@H]1CCO[C@]1(CO)CO[Si](C)(C)C(C)(C)C